The molecule is an enolate anion resulting from the deprotonation of the enol group of andrastin E. Major species at pH 7.3. Published in http://dx.doi.org/10.1016/j.tet.2013.07.029 It is a conjugate base of an andrastin E. CC1=C[C@H]2[C@@]3(CC[C@H](C([C@H]3CC[C@@]2([C@]4([C@@]1(C(=C(C4=O)C)[O-])C)C(=O)OC)C)(C)C)O)C